methyl 6-(((1s,3s)-adamantan-1-yl)carbamoyl)-3-(9-((4-(((tert-butoxycarbonyl)amino)methyl)phenyl)carbamoyl)-4,5-dihydrobenzo[b]thieno[2,3-d]oxepin-8-yl)picolinate C12(CC3CC(CC(C1)C3)C2)NC(=O)C2=CC=C(C(=N2)C(=O)OC)C=2C(=CC3=C(OCCC1=C3SC=C1)C2)C(NC2=CC=C(C=C2)CNC(=O)OC(C)(C)C)=O